FC1=C(OCC(=O)OC(C)(C)C)C(=CC=C1F)C=1N=C(SC1)N1CCOCC1 tert-butyl 2-(2,3-difluoro-6-(2-morpholinothiazol-4-yl)phenoxy)acetate